CC1COC1 3-methyl-1,1-dioxetane